N-(4-((4-(4-borono-3-fluorobenzamido)cyclohexyl)methyl)cyclohexyl)-N-(4-borono-3-fluorobenzoyl)glycine B(O)(O)C1=C(C=C(C(=O)NC2CCC(CC2)CC2CCC(CC2)N(CC(=O)O)C(C2=CC(=C(C=C2)B(O)O)F)=O)C=C1)F